[Si](C)(C)(C(C)(C)C)OCCCO 3-((t-butyldimethylsilyl)oxy)-propanol